[N+](=O)([O-])C1=CC(=C(C=2C(C3=CC=CC=C3C(C12)=O)=O)N)C(=O)O 4-nitro-1-aminoanthraquinone-2-carboxylic acid